2,4-difluoromethylphenylacetic acid FCC1=C(C=CC(=C1)CF)CC(=O)O